N1N=CC=C1C=1C=C(C=C(C1)C(F)(F)F)C=1C=C2CCN(C(C2=CC1)=O)C=1C=CC(=C(C1)NS(=O)(=O)C)OCOCCOC N-(5-(6-(3-(1H-pyrazol-5-yl)-5-(trifluoromethyl)phenyl)-1-oxo-3,4-dihydroisoquinolin-2(1H)-yl)-2-((2-methoxyethoxy)methoxy)phenyl)methanesulfonamide